CN1N=CC=2C1=NC(=CC2N2C[C@H]([C@H](CC2)C=2C=NC(=CC2C)N2CCNCC2)C)C 1,6-Dimethyl-4-[cis-3-methyl-4-(4-methyl-6-piperazin-1-yl-3-pyridinyl)-1-piperidinyl]pyrazolo[3,4-b]pyridine